trans-4-((3-(2-Cyclopropylthiazol-5-yl)phenyl)((trans-4-(4-methoxy-3-methylphenyl)cyclohexyl)methyl)-carbamoyl)cyclohexyl methylcarbamate CNC(O[C@@H]1CC[C@H](CC1)C(N(C[C@@H]1CC[C@H](CC1)C1=CC(=C(C=C1)OC)C)C1=CC(=CC=C1)C1=CN=C(S1)C1CC1)=O)=O